FC1=C2CCCC(C2=C(C=C1)[N+](=O)[O-])=O 5-fluoro-8-nitro-3,4-dihydronaphthalen-1(2H)-one